O1CC(C1)N1N=C(C(=C1)NC=O)O[C@@H](C(F)(F)F)C |r| racemic-N-[1-(oxetan-3-yl)-3-[2,2,2-trifluoro-1-methyl-ethoxy]pyrazol-4-yl]formamide